OC1=C(C(=CC(=C1C(C)N(C(=O)N1CCC1)C)CCCCC)O)C1CCCC(=C1)C N-(1-(2,6-dihydroxy-5'-methyl-4-pentyl-1',2',3',4'-tetrahydro-[1,1'-biphenyl]-3-yl)ethyl)-N-methylazetidine-1-carboxamide